NCC(NCC(N[C@H](C(NCC(NCC(CC(=O)O)=O)=O)=O)CC1=CC=CC=C1)=O)=O (S)-16-amino-10-benzyl-6,9,12,15-tetraoxo-3-oxo-5,8,11,14-tetraazahexadecanoic acid